CC1=C(C(=O)OC(C2=CC=CC=C2)=O)C(=CC(=C1)C)C.C(C=1C(C(=O)O)=CC=CC1)(=O)OCC ethyl phthalate (2,4,6-trimethylbenzoyl)benzoate